N-(bis(4-(tributylsilyl)phenyl)phosphaneyl)-1-(2-fluorophenyl)-N-isopropyl-1-(4-(tributylsilyl)phenyl)phosphanamine C(CCC)[Si](C1=CC=C(C=C1)P(N(P(C1=CC=C(C=C1)[Si](CCCC)(CCCC)CCCC)C1=C(C=CC=C1)F)C(C)C)C1=CC=C(C=C1)[Si](CCCC)(CCCC)CCCC)(CCCC)CCCC